ClCC(=O)NCCCN(C)C1=NC2=CC(=C(C=C2C(=N1)N(CC)C1CCN(CC1)C1CCCCC1)OC)OC 2-chloro-N-(3-((4-((1-cyclohexylpiperidin-4-yl)(ethyl)amino)-6,7-dimethoxyquinazolin-2-yl)(methyl)amino)propyl)acetamide